4-bromo-2-(4-(methylsulfonyl)piperazin-1-yl)benzonitrile BrC1=CC(=C(C#N)C=C1)N1CCN(CC1)S(=O)(=O)C